(S)-3-[4-(2-chloro-5-iodobenzyl)phenoxy]tetrahydrofuran ClC1=C(CC2=CC=C(O[C@@H]3COCC3)C=C2)C=C(C=C1)I